[2-Oxo-3-(3-oxo-4H-pyrido[3,2-b][1,4]oxazin-6-yl)-5-(2-phenylmethoxyethyl)-1,3-oxazolidin-4-yl]methyl benzoate C(C1=CC=CC=C1)(=O)OCC1N(C(OC1CCOCC1=CC=CC=C1)=O)C=1C=CC=2OCC(NC2N1)=O